(6S,8R)-N-(5-cyano-6-(difluoromethoxy)pyridin-3-yl)-8-(1-(difluoromethyl)-1H-pyrazol-4-yl)-2-fluoro-8-methyl-7,8-dihydro-6H-cyclopenta[e]pyrazolo[1,5-a]pyrimidine-6-carboxamide C(#N)C=1C=C(C=NC1OC(F)F)NC(=O)[C@H]1C[C@](C2=C1C=NC=1N2N=C(C1)F)(C)C=1C=NN(C1)C(F)F